(Z)-N'-hydroxy-2-(methoxymethyl)isonicotinamidine O\N=C(\C1=CC(=NC=C1)COC)/N